ClC=1C(=C(C=CC1F)NC1=C(C(=O)OC)C=C(C(=C1)C(F)(F)F)F)C=O Methyl 2-((3-chloro-4-fluoro-2-formylphenyl)amino)-5-fluoro-4-(trifluoro-methyl)benzoate